Racemic-[6-(hydroxymethyl)-1,4-diazepan-1-yl]-[1-(4-methoxyphenyl)-1,4,6,7-tetrahydropyrano[4,3-c]pyrazol-3-yl]methanone OC[C@@H]1CNCCN(C1)C(=O)C=1C2=C(N(N1)C1=CC=C(C=C1)OC)CCOC2 |r|